O=C1NC(CCC1N1C(C2=CC=CC(=C2C1=O)N1CN=C(C=C1)C(=O)NCCOCCOCC(=O)O)=O)=O 2-(2-(2-(1-(2-(2,6-dioxopiperidin-3-yl)-1,3-dioxoisoindolin-4-yl)pyrimidine-4-carboxamido)ethoxy)ethoxy)acetic acid